C(C1=CC=CC=C1)OC(=O)N[C@@H](CCC(NCCOCCOCCOCCOCCOCCOCCOCCOC)=O)C(=O)O (S)-30-(((benzyloxy)carbonyl)amino)-27-oxo-2,5,8,11,14,17,20,23-octaoxa-26-azahentriacontan-31-oic acid